4-[(2,3-dichloro-6-hydroxyphenyl)(hydroxy)methyl]benzamide ClC1=C(C(=CC=C1Cl)O)C(C1=CC=C(C(=O)N)C=C1)O